N-hexadecyl-2-cyano-3-(4-methoxybenzyloxy)-pyridin-4-one C(CCCCCCCCCCCCCCC)N1C(=C(C(C=C1)=O)OCC1=CC=C(C=C1)OC)C#N